6-chloro-3-((1-(3-(4-fluorophenyl)-7-methyl-2-(2-methylpyridin-4-yl)quinolin-5-yl)ethyl)amino)picolinic acid ClC1=CC=C(C(=N1)C(=O)O)NC(C)C1=C2C=C(C(=NC2=CC(=C1)C)C1=CC(=NC=C1)C)C1=CC=C(C=C1)F